N-(3-{[(2R,4R)-6-chloro-4-hydroxy-3,4-dihydro-2H-1-benzopyran-2-carbonyl]amino}bicyclo[1.1.1]pentan-1-yl)-1-[6-(trifluoromethyl)pyridin-3-yl]-1H-pyrazole-4-carboxamide ClC=1C=CC2=C([C@@H](C[C@@H](O2)C(=O)NC23CC(C2)(C3)NC(=O)C=3C=NN(C3)C=3C=NC(=CC3)C(F)(F)F)O)C1